FC1=CC=C(C(=O)OCC)C=C1 ethyl 4-fluorobenzoate